Decane-7,10-dione CCCCCCC(CCC=O)=O